ClC=1C=C2C(=CC(=NC2=CC1)C=1OC(=CC1)C)C(=O)N1CCN(CC1)C(C)=O (4-(6-chloro-2-(5-methylfuran-2-yl)quinolin-4-carbonyl)piperazin-1-yl)ethan-1-one